O=C(CCCCC(CCS(=O)(=O)C1=CC=CC=C1)CC(=O)O)C.C1(=CC=CC=C1)C(C=CC1=CC=C(C=C1)OC)=O 1-phenyl-3-(p-methoxyphenyl)prop-2-en-1-one 8-Oxo-1-(phenylsulfonyl)nonan-3-yl-acetate